[(3S)-5-oxo-1-(trideuteriomethyl)pyrrolidin-3-yl]-4-[3-[2-(cyclopropoxy)-5-methoxy-3-pyridyl]-6-fluoro-pyrazolo[1,5-a]pyrimidin-5-yl]piperazine-1-carboxylate O=C1C[C@@H](CN1C([2H])([2H])[2H])OC(=O)N1CCN(CC1)C1=NC=2N(C=C1F)N=CC2C=2C(=NC=C(C2)OC)OC2CC2